(R)-2-methyl-2,4,5,6-tetrahydro-1H-cyclobuta[f]inden-3-amine C[C@@H]1CC=2C=C3CCCC3=C(C21)N